5-(4-fluorophenyl-sulfonyl)-3,4,5,6-tetrahydropyrrolo[3,4-c]pyrrole-2(1H)-carboxylic acid tert-butyl ester C(C)(C)(C)OC(=O)N1CC=2CN(CC2C1)S(=O)(=O)C1=CC=C(C=C1)F